CC1=CC=C(C=C1)S(=O)(=O)OC1=CC(=C(C(=C1)OCC1=CC=C(C=C1)F)C=O)OS(=O)(=O)C1=CC=C(C=C1)C 5-((4-fluorobenzyl)oxy)-4-formyl-1,3-phenylene bis(4-methylbenzenesulfonate)